COCOC1=C(C=CC(=C1)N1CCN(CC1)C)NC1=NC=2N(C(C=NC2C=N1)=O)C=1C=C(C=CC1)NC(OC(C)(C)C)=O tert-butyl (3-(2-((2-(methoxymethoxy)-4-(4-methyl-1-piperazinyl)phenyl)amino)-7-oxo-8(7H)-pteridinyl)phenyl)carbamate